ClC1=CC=C2C(=C(N(C2=C1Cl)C)CNC(OC(C)(C)C)=O)C1=NC(N=C1)C1OCCCC1 tert-Butyl N-[[6,7-dichloro-1-methyl-3-(2-tetrahydropyran-2-yl-2H-imidazol-4-yl) indol-2-yl]methyl]carbamate